CC12C(OC(O1)C1=CC=CC=C1)CC(C2)O cis-3a-methyl-2-phenyltetrahydro-4H-cyclopenta[d][1,3]dioxol-5-ol